[C@@H]12OC[C@@H](N(C1)C1CCN(CC1)C1=C(C=C(C(=C1)OC)NC1=NC=NC(=C1)N1OCC[C@@H]1CC1=C(C(=CC=C1)Cl)C)NC(C=C)=O)C2 N-(2-(4-((1S,4S)-2-oxa-5-azabicyclo[2.2.1]heptane-5-yl)piperidine-1-yl)-5-((6-((S)-3-(3-chloro-2-methylbenzyl)-isoxazolidine-2-yl)pyrimidine-4-yl)amino)-4-methoxyphenyl)acrylamide